Cl.O=C1NCC[C@H]1C[C@H](N)C(=O)N 3-[(3S)-2-oxopyrrolidin-3-yl]-L-alaninamide hydrochloride